ClC1=NN(C=C1CNC1=C2C(C(C(C2=CC=C1)=O)C1C(NC(CC1)=O)=O)=O)C1CCN(CC1)C(=O)C1(CCC1)C 3-(4-(((3-chloro-1-(1-(1-methylcyclobutane-1-carbonyl)piperidin-4-yl)-1H-pyrazol-4-yl)methyl)amino)-1,3-dioxo-2,3-dihydro-1H-inden-2-yl)piperidine-2,6-dione